3-[2-(1-Ethyl-4,6-difluoro-1,3-benzodiazol-5-yl)ethynyl]-1-[(3S,5R)-5-(methoxymethyl)-1-(prop-2-enoyl)pyrrolidin-3-yl]-5-[[3-(morpholin-4-yl)propyl]amino]pyrazole-4-carboxamide C(C)N1C=NC2=C1C=C(C(=C2F)C#CC2=NN(C(=C2C(=O)N)NCCCN2CCOCC2)[C@@H]2CN([C@H](C2)COC)C(C=C)=O)F